COC([C@H](CC1C(NC(C1)(C)C)=O)NC(=O)C1NCC2(C1)CCCCC2)=O.C2(=CC=C(C=C2)C=2SC(=CC2)C2=CC=C(C=C2)C2=CC=CC=C2)C2=CC=CC=C2 2,5-bis(1,1'-biphenyl-4-yl)thiophene methyl-(2S)-2-(2-azaspiro[4.5]decane-3-carbonylamino)-3-(5,5-dimethyl-2-oxo-pyrrolidin-3-yl)propanoate